bis(dioctyl-phosphoryloxy)ethylene C(CCCCCCC)P(=O)(OC=COP(=O)(CCCCCCCC)CCCCCCCC)CCCCCCCC